FC=1C(=NC=CC1)O[C@@H]1CN(CC1)C1=C(C=C(C=C1)OC1=C(C=CC=C1)COC)CCO (S)-2-(2-(3-(3-fluoropyridin-2-yloxy)pyrrolidin-1-yl)-5-(2-(methoxymethyl)phenoxy)phenyl)ethanol